(R)-4-(7-(3-aminopiperidine-1-yl)-3-(p-tolyl)-3H-imidazo[4,5-b]pyridine-2-yl)benzonitrile N[C@H]1CN(CCC1)C1=C2C(=NC=C1)N(C(=N2)C2=CC=C(C#N)C=C2)C2=CC=C(C=C2)C